N6-(R)-phenylisopropyl-adenosine C1(=CC=CC=C1)NC=1C=2N=CN([C@]3([C@H](O)[C@H](O)[C@@H](CO)O3)C(C)C)C2N=CN1